N-[[6-[2-(3-oxoisoindolin-1-yl)acetyl]-6-azaspiro[2.5]octan-2-yl]methyl]furo[2,3-c]pyridine-2-carboxamide O=C1NC(C2=CC=CC=C12)CC(=O)N1CCC2(C(C2)CNC(=O)C2=CC=3C(=CN=CC3)O2)CC1